2-chloro-1-methyl-1H-benzo[d]imidazole ClC1=NC2=C(N1C)C=CC=C2